2-(4-(2-ethyl-3-((4-(4-fluorophenyl)-5-(2,2,2-trifluoroacetoyl)thiazol-2-yl)(methyl)amino)imidazo[1,2-a]pyridin-6-yl)piperazin-1-yl)-N,N-dimethylacetamide C(C)C=1N=C2N(C=C(C=C2)N2CCN(CC2)CC(=O)N(C)C)C1N(C)C=1SC(=C(N1)C1=CC=C(C=C1)F)C(C(F)(F)F)=O